OCC1=CC=C(OC2=CC=C3C(=NN(C3=C2)C)C2C(NC(CC2)=O)=O)C=C1 3-[6-[4-(hydroxymethyl)phenoxy]-1-methylindazol-3-yl]-piperidine-2,6-dione